ClC1=CC=C(N=N1)N1C[C@H](CC1)N(C(OC(C)(C)C)=O)C1CC1 tert-butyl N-[(3S)-1-(6-chloropyridazin-3-yl)pyrrolidin-3-yl]-N-cyclopropylcarbamate